FC=1C=C(C=C(C1)F)CC(CC1=CC=C(C=C1)F)(N)C 1-(3,5-difluorophenyl)-3-(4-fluorophenyl)-2-methylpropan-2-amine